COC(C[C@@H]1N([C@@H](CN(C1)CC1=CC=CC=C1)C)CC(=O)OC)=O 2-[(2S,6R)-4-benzyl-1-(2-methoxy-2-oxo-ethyl)-6-methyl-piperazin-2-yl]acetic acid methyl ester